(2-(dimethylamino)ethyl)-5-(2-nitrophenyl)-2-(4-(trifluoromethoxy)phenyl)oxazole-4-carboxamide CN(CCNC(=O)C=1N=C(OC1C1=C(C=CC=C1)[N+](=O)[O-])C1=CC=C(C=C1)OC(F)(F)F)C